FC=1C(=CC2=C(NC(N2C=2OC(=NN2)C)=O)C1)S(=O)(=O)NC1(CC1)C 6-fluoro-N-(1-methylcyclopropyl)-3-(5-methyl-1,3,4-oxadiazol-2-yl)-2-oxo-1H-benzoimidazole-5-sulfonamide